CC1=C(C=C(C=C1)N1C(C=CC1=O)=O)N1C(C=CC1=O)=O 4-methyl-N,N'-1,3-phenylenedi(maleimide)